C(C)(C)(C)OC(N(C)C1CCC(CC1)CO)=O ((1r,4r)-4-(hydroxymethyl)cyclohexyl)(methyl)carbamic acid tert-butyl ester